ClC1=CC=C(C=C1)[C@@H]1COC=2C(=NC=CC2C=2CCN(CC2)C(=O)OC(C)(C)C)O1 tert-butyl (R)-4-(3-(4-chlorophenyl)-2,3-dihydro-[1,4]dioxino[2,3-b]pyridin-8-yl)-3,6-dihydropyridine-1(2H)-carboxylate